ClC1=CC=C(C=C1)C1=N[C@H](C=2N(C3=C1C=C(C=C3)OC)C(=NN2)C)CC(=O)NCCNC(CC2=CC=CC=C2)=O 2-((4S)-6-(4-chlorophenyl)-8-methoxy-1-methyl-4H-benzo[f][1,2,4]triazolo[4,3-a][1,4]diazepin-4-yl)-N-(2-(2-phenylacetamido)ethyl)acetamide